CN1N=CC(=C1NC(O[C@H](C)C=1C(=NC=C(C1)F)F)=O)C1=NC=C(C=N1)C(C(F)(F)F)OC1OCCCC1 (R)-1-(2,5-difluoropyridin-3-yl)ethyl (1-methyl-4-(5-(2,2,2-trifluoro-1-((tetrahydro-2H-pyran-2-yl)oxy)ethyl)pyrimidin-2-yl)-1H-pyrazol-5-yl)carbamate